C1(CC1)C[C@@H](C(=O)[O-])NC(C[C@H]1N(C(CC1)=O)CC1=C(C(=CC=C1)F)F)=O.OCC[N+](C)(C)C 2-Hydroxy-N,N,N-trimethylethan-1-aminium (S)-3-cyclopropyl-2-(2-((S)-1-(2,3-difluorobenzyl)-5-oxopyrrolidin-2-yl)acetamido)propanoate